(22R,25R)-3β-hydroxy-5α-spirostan-12-one O[C@@H]1C[C@@H]2CC[C@H]3[C@@H]4C[C@H]5[C@H]([C@H](C)[C@]6(O5)CC[C@@H](C)CO6)[C@]4(C(C[C@@H]3[C@]2(CC1)C)=O)C